5-[[4-[(2-Aminoacetyl)amino]-3,5-difluoro-phenyl]sulfonylamino]thiazole-4-carboxylic acid trifluoroacetate salt FC(C(=O)O)(F)F.NCC(=O)NC1=C(C=C(C=C1F)S(=O)(=O)NC1=C(N=CS1)C(=O)O)F